FC1(CCN(CC1)[C@H](C(=O)NC=1SC=2C(=CC3=C(N=CO3)C2)N1)C)F (S)-2-(4,4-difluoropiperidin-1-yl)-N-(thiazolo[4',5':4,5]benzo[1,2-d]oxazol-6-yl)propanamide